C(C)(C)(C)OC(=O)N1CC2(C1)CC(C2)C(C=2C=NC(=CC2)C(F)(F)F)F 6-[fluoro-[6-(trifluoromethyl)-3-pyridyl]methyl]-2-azaspiro[3.3]heptane-2-carboxylic Acid Tert-Butyl Ester